COC1=C(C=CC=C1C(F)(F)F)[C@H]1[C@H](O[C@]([C@@H]1C)(C(F)(F)F)C)C(=O)NC1=CC(=NC=C1)C(=O)N (2S,3S,4R,5R)-4-[[3-[2-methoxy-3-(trifluoromethyl)phenyl]-4,5-dimethyl-5-(trifluoromethyl)tetrahydrofuran-2-carbonyl]amino]pyridine-2-carboxamide